14-chloro-4,6,8,10,12-pentamethylpentadecyl butoxymethyl ether C(CCC)OCOCCCC(CC(CC(CC(CC(CC(C)Cl)C)C)C)C)C